N2-(4-methyltetrahydro-2H-pyran-4-yl)-9-(piperidin-4-yl)-N8-(3-(trifluoromethyl)phenyl)-9H-purine-2,8-diamine CC1(CCOCC1)NC1=NC=C2N=C(N(C2=N1)C1CCNCC1)NC1=CC(=CC=C1)C(F)(F)F